C(C)C1=C(C2=CC=CC=C2C=C1)N(C(C)C)C 2-ethyl-N-methyl-N-(1-methylethyl)-naphthalene-1-amine